tert-butyl (6S)-6-[3-[4-methyl-3-[(7-thiazol-4-ylimidazo[1,2-a]pyridine-3-carbonyl) amino]phenyl]-1,2,4-oxadiazol-5-yl]-5-azaspiro[2.4]heptane-5-carboxylate CC1=C(C=C(C=C1)C1=NOC(=N1)[C@H]1N(CC2(CC2)C1)C(=O)OC(C)(C)C)NC(=O)C1=CN=C2N1C=CC(=C2)C=2N=CSC2